3-hydroxypropyl caprylate C(CCCCCCC)(=O)OCCCO